(3R,3'R)-1,1'-(((2,2'-dimethyl-[1,1'-biphenyl]-3,3'-diyl)bis(oxy))bis(propane-3,1-diyl))bis(pyrrolidin-3-ol) CC1=C(C=CC=C1OCCCN1C[C@@H](CC1)O)C1=C(C(=CC=C1)OCCCN1C[C@@H](CC1)O)C